ethyl 3-[1-(4-hydroxybutyl)-4-methyl-1H-benzotriazol-5-yl]-3-{3-[(6-hydroxy-2,2-dioxo-2H-1,2λ6,3-benzoxathiazin-3(4H)-yl)methyl]-4,5-dimethoxyphenyl}propanoate OCCCCN1N=NC2=C1C=CC(=C2C)C(CC(=O)OCC)C2=CC(=C(C(=C2)OC)OC)CN2S(OC1=C(C2)C=C(C=C1)O)(=O)=O